O.N1(CCCC1)CCCO 3-(pyrrolidin-1-yl)propan-1-ol monohydrate